methoxymethoxy-4-nitrobenzene COCOC1=CC=C(C=C1)[N+](=O)[O-]